6-(8-dimethylamino-2-oxo-8-phenyl-1,3-diazaspiro[4.5]decan-3-yl)-5-fluoro-nicotinonitrile CN(C1(CCC2(CN(C(N2)=O)C2=NC=C(C#N)C=C2F)CC1)C1=CC=CC=C1)C